4-(((5,7-dichloroquinolin-2-yl)methylene)amino)phenol ClC1=C2C=CC(=NC2=CC(=C1)Cl)C=NC1=CC=C(C=C1)O